C1(CC1)C1CCC2=C(C(=C1)C1=CC=C(C=C1)CC1CN(C1)CCCF)C=CC(=C2)C(=O)OC Methyl 7-cyclopropyl-9-(4-((1-(3-fluoropropyl)azetidin-3-yl)methyl)phenyl)-6,7-dihydro-5H-benzo[7]annulene-3-carboxylate